OCCS(=O)(=O)NC1=CC(=C(C(=O)NC2=CC=CC=3N=C4N(CCCC4)C32)C=C1)N1CCC3(CC3)CC1 4-((2-hydroxyethyl)sulfonylamino)-2-(6-azaspiro[2.5]octan-6-yl)-N-(benzo[4,5]imidazo[1,2-a]piperidin-9-yl)benzamide